NC[C@@]1([C@@H]2CCN(C[C@H]12)C1=CN=C2C(=N1)NN=C2C=2C=CC1=C(N(C(N1)=O)C)C2)C2=C(C=CC=C2)F 6-(6-((1S,6R,7R)-7-(aminomethyl)-7-(2-fluorophenyl)-3-azabicyclo[4.1.0]heptan-3-yl)-1H-pyrazolo[3,4-b]pyrazin-3-yl)-1-methyl-1,3-dihydro-2H-benzo[d]imidazol-2-one